tert-butyl 4-(6-(1-methyl-1H-pyrazol-4-yl)pyrazolo[1,5-a]pyrimidin-3-yl)piperazine-1-carboxylate CN1N=CC(=C1)C=1C=NC=2N(C1)N=CC2N2CCN(CC2)C(=O)OC(C)(C)C